platinum-cobalt-gallium [Ga].[Co].[Pt]